FC(COC)(F)C=1C(=C(C=CC1)[C@@H](C)N[S@](=O)C(C)(C)C)F (R)-N-((R)-1-(3-(1,1-Difluoro-2-methoxyethyl)-2-fluorophenyl)ethyl)-2-methylpropane-2-sulfinamide